The molecule is a cyclopentapyran that is (4aS,7aR)-1,4a,5,6,7,7a-hexahydrocyclopenta[c]pyran substituted at position 1 by an oxo group and at positions 4 and 7 by methyl groups, respectively (the 4aS,7S,7aR-diastereomer). An iridoid monoterpenoid isolated from several Nepeta plant species. It is an aphid sex pheromone and cat attractant, and exhibits antibacterial, antifungal, and analgesic properties. It has a role as a pheromone, a plant metabolite, an insect attractant, an analgesic, an insect repellent, an antibacterial agent and an antifungal agent. It is an iridoid monoterpenoid and a cyclopentapyran. C[C@H]1CC[C@H]2[C@@H]1C(=O)OC=C2C